7-(2-((6-oxo-4-propyl-1,6-dihydropyrimidin-2-yl)thio)acetyl)-1,3,4,5-tetrahydro-2H-benzo[b]azepin-2-one O=C1C=C(N=C(N1)SCC(=O)C1=CC2=C(NC(CCC2)=O)C=C1)CCC